NCC(CO)NC(OCC1=CC=CC=C1)=O benzyl 1-amino-3-hydroxypropan-2-ylcarbamate